((1r,4r)-4-(difluoromethoxy)cyclohexyl)-2-(1H-imidazol-1-yl)-6-methylpyrimidine-4-carboxamide FC(OC1CCC(CC1)C=1C(=NC(=NC1C)N1C=NC=C1)C(=O)N)F